BrC=1C=C(C=C(C1)Cl)[C@H]1NCCOC1 (R)-3-(3-bromo-5-chlorophenyl)morpholine